CC(=C)CCC(C)C 2,5-dimethylhex-1-ene